5-chloro-N-((S)-4-(cyclopropylamino)-1-((3S,5R)-5-methyl-2-oxopyrrolidin-3-yl)-3,4-dioxobutan-2-yl)-2-(4,4,4-trifluorobutanamido)benzamide ClC=1C=CC(=C(C(=O)N[C@@H](C[C@H]2C(N[C@@H](C2)C)=O)C(C(=O)NC2CC2)=O)C1)NC(CCC(F)(F)F)=O